C(#C)C=1C=NC2=CC(=CC=C2C1)C1=C(C2=C(N=CN=C2N)N1C)C1=CC(=C(C=C1)OC1=NC=CC(=N1)C)F 6-(3-ethynylquinolin-7-yl)-5-(3-fluoro-4-((4-methylpyrimidin-2-yl)oxy)phenyl)-7-methyl-7H-pyrrolo[2,3-d]pyrimidin-4-amine